4-[4-[3,5-difluoro-4-[3-(5-methylpyrazol-1-yl)phenyl]phenyl]-5-methyl-1H-pyrazol-3-yl]pyridine FC=1C=C(C=C(C1C1=CC(=CC=C1)N1N=CC=C1C)F)C=1C(=NNC1C)C1=CC=NC=C1